N[C@@H]1CC[C@H](CC1)NC1=NC=C(C(=N1)NC1=C(C=CC=C1)P(C)(C)=O)Cl (2-((2-((trans-4-aminocyclohexyl)amino)-5-chloropyrimidin-4-yl)amino)phenyl)dimethylphosphine oxide